C(C)(C)(C)C=1C=C(C=C(C1O)C(C)(C)C)CC(C(=O)O)C 3-(3,5-di-tert-butyl-4-hydroxyphenyl)-2-methylpropanoic acid